(2R,4S)-1-[(2R)-2-(4-cyclopropyl-triazol-1-yl)-3,3-dimethyl-butyryl]-4-hydroxy-N-[1-methyl-3-[4-(m-tolyl)piperazin-1-yl]propyl]pyrrolidine-2-carboxamide C1(CC1)C=1N=NN(C1)[C@@H](C(=O)N1[C@H](C[C@@H](C1)O)C(=O)NC(CCN1CCN(CC1)C=1C=C(C=CC1)C)C)C(C)(C)C